O[C@@H]1[C@@H](CS(C2=CC=CC=C12)(=O)=O)[C@@H]1N2C(C3=CC=CC=C13)=CN=C2 (3S,4R)-4-Hydroxy-3-((S)-5H-imidazo[5,1-a]isoindol-5-yl)thiochroman-1,1-dioxid